OC1=CC=C(C=C1)N(C(=O)C1=C(N(C(=C1)C1=CC2=C(OCO2)C=C1C(=O)N1CC2=CC=CC=C2C[C@H]1C(F)(F)F)C)C)C=1C=NN(C1)C N-(4-hydroxyphenyl)-1,2-dimethyl-N-(1-methyl-1H-pyrazol-4-yl)-5-(6-{[(3S)-3-(trifluoromethyl)-3,4-dihydroisoquinolin-2(1H)-yl]carbonyl}-1,3-benzodioxol-5-yl)-1H-pyrrole-3-carboxamide